C1(=CC=CC=C1)N1C2=CC=CC=C2C=2C=C(C=CC12)C1=CC=2C=3C4=C(C=CC3N(C2C=C1)C=1C=C(C=CC1)C1=NC2=C3C(=C5C(=C2N=C1)C=CC=C5)C=CC=C3)C=CC=C4 2-[3-(10-{9-phenyl-9H-carbazol-3-yl}-7H-benzo[c]carbazol-7-yl)phenyl]dibenzo[f,h]quinoxaline